[Si](C)(C)(C(C)(C)C)OC[C@]12CCCN2CC(C1)=O (S)-7a-(((tert-butyldimethylsilyl)oxy)methyl)tetrahydro-1H-pyrrolizin-2(3H)-one